trans-3-(3-(2-((4-aminocyclohexyl)amino)-5-fluoropyrimidin-4-yl)phenyl)pyridin-2(1H)-one N[C@@H]1CC[C@H](CC1)NC1=NC=C(C(=N1)C=1C=C(C=CC1)C=1C(NC=CC1)=O)F